1-ethyl-4-methyl-pyridinium bromide [Br-].C(C)[N+]1=CC=C(C=C1)C